COC([C@H](NC(=O)C1CC1(F)F)COC)=O N-(3,3-difluorocyclopropane-1-carbonyl)-O-methyl-D-serine methyl ester